COC(C1=C(N=C(C(=C1)Br)C)S(NCC1=C(C=C(C=C1)OC)OC)(=O)=O)=O 5-bromo-2-(N-(2,4-dimethoxybenzyl)sulfamoyl)-6-methylnicotinic acid methyl ester